(E)-2-(4-acetylphenyl)-5-iodo-1-((4-methoxyphenyl)imino)-1H-indene-3-carbaldehyde C(C)(=O)C1=CC=C(C=C1)C=1/C(/C2=CC=C(C=C2C1C=O)I)=N/C1=CC=C(C=C1)OC